8-fluoro-7-(4,4,5,5-tetramethyl-1,3,2-dioxaborolan-2-yl)-[1,2,4]triazolo[1,5-a]pyridin-2-amine FC=1C=2N(C=CC1B1OC(C(O1)(C)C)(C)C)N=C(N2)N